N[C@]1(C(N(C2=CC=CC=C12)C(C1=CC=CC=C1)(C1=CC=CC=C1)C1=CC=CC=C1)=O)C1=CC=C(C=C1)C (R)-3-amino-3-(p-methylphenyl)-1-triphenylmethylindol-2-one